ClC1=C(CSC2=NN=C(S2)C2=CC=C(C(=O)NC)C=C2)C(=CC=C1)Cl 4-(5-(2,6-dichlorobenzyl)thio-1,3,4-thiadiazol-2-yl)-N-methylbenzamide